ClC=1C=NN(C(C1Cl)=O)C1CCN(CC1)S(=O)(=O)C1=CC=C(C#N)C=C1 4-[[4-(4,5-dichloro-6-oxo-pyridazin-1-yl)-1-piperidyl]sulfonyl]benzonitrile